ethoxyformic acid C(C)OC(=O)O